Cl.C12OCC(NC1)C2 2-oxa-5-azabicyclo[2.2.1]heptane, hydrochloride